FC(C1=NN=C(O1)C1=CC=2N(C=C1)C=C(N2)CN(S(=O)(=O)N2CCN(CC2)C(=O)C2COC2)C2=CC(=CC=C2)F)F N-((7-(5-(difluoromethyl)-1,3,4-oxadiazol-2-yl)imidazo[1,2-a]pyridin-2-yl)methyl)-N-(3-fluorophenyl)-4-(oxetane-3-carbonyl)piperazine-1-sulfonamide